C(C1=CC=CC=C1)N(C(OC(C)(C)C)=O)C1CCC(CC1)=C(F)F tert-butyl benzyl(4-(difluoromethylene)cyclohexyl)carbamate